5-(4-(cyclopentylmethyl)phenyl)-3-((2R,3R)-3-(fluoromethyl)-2-methylazetidin-1-carbonyl)-2-(pyrimidin-2-yl)pyrazolo[1,5-a]pyrimidin-7(4H)-one C1(CCCC1)CC1=CC=C(C=C1)C=1NC=2N(C(C1)=O)N=C(C2C(=O)N2[C@@H]([C@@H](C2)CF)C)C2=NC=CC=N2